BrC1=C(C=CC=C1)[C@@H]1CN(CCN1)C1=NC(=NC(=C1)C(C)C)NC(C)C |r| (R/S)-4-(3-(2-bromophenyl)piperazin-1-yl)-N,6-diisopropylpyrimidin-2-amine